3-(3-(trifluoromethoxy)phenyl)propanoate FC(OC=1C=C(C=CC1)CCC(=O)[O-])(F)F